CC1=NC(=CC(=C1)C=1NC2=CC(=CC=C2C1C)C1=NC(=NO1)N1CCNCC1)C 5-[2-(2,6-dimethyl-4-pyridyl)-3-methyl-1H-indol-6-yl]-3-piperazin-1-yl-1,2,4-oxadiazole